3-bromo-2-ethyl-6-{1-methyl-5-[(1H-1,2,3-triazol-4-yloxy)methyl]-1H-1,2,3-triazol-4-yl}pyridine BrC=1C(=NC(=CC1)C=1N=NN(C1COC=1N=NNC1)C)CC